OCCOCCOC1=C(C=CC=C1)C1(NC=CN=C1)C(=O)N 2-(2-(2-(2-hydroxyethoxy)ethoxy)phenyl)pyrazine-2-carboxamide